tert-Butyl 5-iodopentanoate ICCCCC(=O)OC(C)(C)C